8-Chloro-N-((1s,4s)-4-(2,2,2-trifluoroethoxy)cyclohexyl)-5,6-dihydrobenzo[f]imidazo[1,5-d][1,4]oxazepine-10-carboxamide ClC1=CC(=CC=2C=3N(CCOC21)C=NC3)C(=O)NC3CCC(CC3)OCC(F)(F)F